1-(2,4-difluorobenzyl)-3-(4-(3-methylbutanoyl)benzyl)-1-(1-methylpiperidin-4-yl)urea FC1=C(CN(C(=O)NCC2=CC=C(C=C2)C(CC(C)C)=O)C2CCN(CC2)C)C=CC(=C1)F